Cl[SiH](CC)C[SiH](Cl)Cl chloro[(dichlorosilyl)methyl]ethylsilane